(R)-(5-Methoxy-2-methylthiazol-4-yl)(1-methylcyclopentyl)-methanamine COC1=C(N=C(S1)C)[C@H](N)C1(CCCC1)C